FC(CN1N=C2C=CC=CC2=C1C(=O)OC)(F)F methyl 2-(2,2,2-trifluoroethyl)-2H-indazole-3-carboxylate